C(C)C1=CC=C(C=C1)NC([C@@H](C)N1C(C2=CC=C(C=C2C=C1)F)=O)=O (R)-N-(4-Ethylphenyl)-2-(6-fluoro-1-oxoisoquinolin-2(1H)-yl)propanamide